carbanolate ClC1=CC(=C(C=C1OC(=O)NC)C)C